CC(C=O)(C)N1CC2(C1)CCN(CC2)C(=O)OC(C)(C)C tert-butyl 2-(1,1-dimethyl-2-oxo-ethyl)-2,7-diazaspiro[3.5]nonane-7-carboxylate